ethyl (2-(3-(4-amino-3-chlorobenzamido)-2-oxopyridin-1(2H)-yl)propanamido)glycinate NC1=C(C=C(C(=O)NC=2C(N(C=CC2)C(C(=O)NNCC(=O)OCC)C)=O)C=C1)Cl